dibromodinaphthyl-bipyridyl BrC1=C(C(=C(C(=N1)C1=NC=CC=C1)C1=CC=CC2=CC=CC=C12)C1=CC=CC2=CC=CC=C12)Br